6-[3-(4,4,5,5-tetramethyl-1,3,2-dioxaborolan-2-yl)phenyl]phthalazin-1-amine trifluoroacetic Acid Salt FC(C(=O)O)(F)F.CC1(OB(OC1(C)C)C=1C=C(C=CC1)C=1C=C2C=NN=C(C2=CC1)N)C